tert-butyl 3-(6-bromo-3-cyanopyrazolo[1,5-a]pyridin-4-yl)-3,6-diazabicyclo[3.1.1]heptane-6-carboxylate BrC=1C=C(C=2N(C1)N=CC2C#N)N2CC1N(C(C2)C1)C(=O)OC(C)(C)C